ClC1=NC=C(C=N1)C1C(C1B1OC(C(O1)(C)C)(C)C)C(=O)OCC trans-Ethyl 2-(2-chloropyrimidin-5-yl)-3-(4,4,5,5-tetramethyl-1,3,2-dioxaborolan-2-yl)cyclopropane-1-carboxylate